tert-butyl 2-(2-methylpyrimidin-4-yl)-2,8-diazaspiro[4.5]decane-8-carboxylate CC1=NC=CC(=N1)N1CC2(CC1)CCN(CC2)C(=O)OC(C)(C)C